BrCC12CC3(CC(CC(C1)C3)C2)O 3-(bromomethyl)-1-adamantanol